C1(CC1)CNC(=O)NC=1C=C(C=2N(C1)C(=C(N2)C)C)NCC2=C(C=CC=C2C)C 1-(Cyclopropylmethyl)-3-(8-((2,6-dimethylbenzyl)amino)-2,3-dimethylimidazo[1,2-a]pyridin-6-yl)urea